NC=1N=C(C2=C(N1)NC=C2C=2C=C1CN(C(C1=C(C2)OC(F)F)=O)[C@@H](C)C2CC2)OC (S)-5-(2-amino-4-methoxy-7H-pyrrolo[2,3-d]pyrimidin-5-yl)-2-(1-cyclopropylethyl)-7-(difluoromethoxy)isoindolin-1-one